[Br-].C(C)[N+](C\C=C(\CCCC(CCCC(CCCC(C)C)C)C)/C)(CC)CC (E)-N,N,N-triethyl-3,7,11,15-tetramethyl-2-hexadecenaminium bromide